6-Bocamino-2H-1,4-benzoxazine C(=O)(OC(C)(C)C)NC=1C=CC2=C(N=CCO2)C1